(2E)-3-methyl-5-phenyl-2-pentenenitrile C\C(=C/C#N)\CCC1=CC=CC=C1